CC1(OC(=CC(O1)=O)CN(C1=CC=C(C#N)C=C1)O)C 4-(((2,2-Dimethyl-4-oxo-4H-1,3-dioxin-6-yl)methyl)(hydroxy)amino)benzonitrile